COC(=O)C1=CCOC=C1 Pyran-4-carboxylic acid methyl ester